(5-(benzyloxy)-2-fluorophenyl)(6-(5-(6-(benzyloxy)pyridin-3-yl)-3-(trifluoromethyl)-1H-pyrazol-1-yl)-2-azaspiro[3.3]heptan-2-yl)methanone C(C1=CC=CC=C1)OC=1C=CC(=C(C1)C(=O)N1CC2(C1)CC(C2)N2N=C(C=C2C=2C=NC(=CC2)OCC2=CC=CC=C2)C(F)(F)F)F